CC1(OB(OC1(C)C)C=1C=C(C=C(C1)C#C[Si](C)(C)C)N1CCN(CC1)C(=O)OC(C)(C)C)C tert-butyl 4-[3-(4,4,5,5-tetramethyl-1,3,2-dioxaborolan-2-yl)-5-(2-trimethylsilylethynyl)phenyl]piperazine-1-carboxylate